C(N)(=O)C=1C=CC(=C2C=CN=NC12)N1CCC(CC1)N(C(OC(C)(C)C)=O)C1CC1 tert-butyl N-[1-(8-carbamoylcinnolin-5-yl)-4-piperidyl]-N-cyclopropyl-carbamate